5-(4-((6-((N-ethylsulfamoyl)amino)pyrimidin-4-yl)methyl)piperazin-1-yl)-N-methylpicolinamide C(C)NS(=O)(=O)NC1=CC(=NC=N1)CN1CCN(CC1)C=1C=CC(=NC1)C(=O)NC